1-(4-methoxybenzyl)-5-phenylpyrrolidin-2-one COC1=CC=C(CN2C(CCC2C2=CC=CC=C2)=O)C=C1